(1s,4s)-4-(5-((2,2-dioxido-1,3-dihydrobenzo[c]thiophen-5-yl)amino)-1H-pyrazol-3-yl)cyclohexyl (4-nitrophenyl) carbonate C(OC1CCC(CC1)C1=NNC(=C1)NC1=CC2=C(CS(C2)(=O)=O)C=C1)(OC1=CC=C(C=C1)[N+](=O)[O-])=O